ClC1=C(C=CC=C1C)S(=O)(=O)NC1=NC(=C(C=C1)C=1C=C2C=NC(=NC2=C(C1)CC)F)C 2-chloro-N-(5-(8-ethyl-2-fluoroquinazolin-6-yl)-6-methylpyridin-2-yl)-3-methylbenzenesulfonamide